ClC=1C=C2C(N(C(=NC2=C(C1)C(C)N[S@](=O)C(C)(C)C)N1CCC(CC1)(F)F)C)=O (R)-N-(1-(6-chloro-2-(4,4-difluoropiperidin-1-yl)-3-methyl-4-oxo-3,4-dihydroquinazolin-8-yl)ethyl)-2-methylpropane-2-sulfinamide